COC1=C(CNC2=NC=CC3=CC=C(C=C23)CNC(OC(C)(C)C)=O)C=CC(=C1)OC tert-butyl ((1-((2,4-dimethoxybenzyl)amino)isoquinolin-7-yl)methyl)carbamate